O-methyl-N-[(1S)-2-[(2R)-2-methyl-2-oxiranyl]-2-oxo-1-(phenylmethyl)ethyl]L-serine amide COC[C@H](N)C(=O)N[C@H](C(=O)[C@@]1(OC1)C)CC1=CC=CC=C1